5-chlorophenyl-diboronic acid ClC=1C=CC=C(C1)B(O)OBO